4-(hydroxyphenyl)-3-(2-methoxyphenyl)-2-propen-1-one OC1=C(C=CC=C1)C1=CC(=C(C=C1)C=CC=O)OC